FC(C1=CC2=C(NC(=N2)C2=CC=C(N)C=C2)C=C1)(F)F 4-[5-(trifluoromethyl)-1H-benzimidazol-2-yl]Aniline